1-[(2R,3S)-2-methyl-2,3-dihydrofuro[3,2-b]pyridin-3-yl]methylamine C[C@@H]1[C@H](C2=NC=CC=C2O1)CN